O(CC(=O)O)CC(=O)O 2,2'-oxobis-ethanoic acid